N1-(2-methylbenzyl)naphthalene-1,2-diamine CC1=C(CNC=2C(=CC=C3C=CC=CC23)N)C=CC=C1